C1=CC=CC=2OPOC3=C(C21)C=CC=C3 dibenzo[d,f][1,3,2]dioxaphosphepine